(S)-(1-(4-fluoro-3-(trifluoromethyl)phenyl)cyclopropyl)(pyrrolidin-2-ylmethyl)carbamic acid methyl ester COC(N(C[C@H]1NCCC1)C1(CC1)C1=CC(=C(C=C1)F)C(F)(F)F)=O